8-((2-chlorothiazol-5-yl)methyl)-3-(tetrahydro-2H-pyran-4-yl)pyrido[2,3-d]pyrimidine-2,4(3H,8H)-dione ClC=1SC(=CN1)CN1C=CC=C2C1=NC(N(C2=O)C2CCOCC2)=O